2-[[(2S)-2-(9H-fluorene-9-ylmethoxycarbonylamino)-4-oxo-4-(tritylamino) butanoyl] amino]-2-chlorotrityl acetate C(C)(=O)OC(C1C(C=CC=C1)(Cl)NC([C@H](CC(NC(C1=CC=CC=C1)(C1=CC=CC=C1)C1=CC=CC=C1)=O)NC(=O)OCC1C2=CC=CC=C2C=2C=CC=CC12)=O)(C1=CC=CC=C1)C1=CC=CC=C1